7-isopropoxy-N-(1-methyl-1H-pyrazol-3-yl)-2-(1-methyl-2-oxabicyclo[2.1.1]hex-4-yl)imidazo[1,2-a]pyrimidine-6-carboxamide C(C)(C)OC1=NC=2N(C=C1C(=O)NC1=NN(C=C1)C)C=C(N2)C21COC(C2)(C1)C